ClN1N=C(C2=CC(=CC=C12)C1C[C@@H]2[C@@H](CNC2)C1)C1=CC(=NC=C1)OC chloro-3-(2-methoxypyridin-4-yl)-5-((3aR,5s,6aS)-octahydrocyclopenta[c]pyrrol-5-yl)-1H-indazole